1-(4-aminocycloheptyl)-8-methoxy-1,4-dihydro-2H-[1,3]oxazino[5,4-c][1,8]naphthyridin-2-one NC1CCC(CCC1)N1C(OCC=2C=NC=3N=C(C=CC3C21)OC)=O